1-(2-((tert-butoxycarbonyl)amino)-3-methylpyridin-4-yl)-5-(trifluoromethyl)-1H-pyrazole-4-carboxylic acid ethyl ester C(C)OC(=O)C=1C=NN(C1C(F)(F)F)C1=C(C(=NC=C1)NC(=O)OC(C)(C)C)C